BrC1=C(C=C2C(=NC(=NC2=C1F)Cl)Cl)\C=C/F (Z)-7-Bromo-2,4-dichloro-8-fluoro-6-(2-fluorovinyl)quinazoline